NCC(=O)C(=O)[C@H](O)[C@@H](O)[C@H](O)[C@H](O)CO glycylglucose